((3-(3,6-dihydro-2H-pyran-4-yl)-2-(2,2,2-trifluoroethoxy)phenyl)amino)pyrazine-2-carbaldehyde O1CCC(=CC1)C=1C(=C(C=CC1)NC=1C(=NC=CN1)C=O)OCC(F)(F)F